(S)-N-(1-((4-(2,3-dimethylpyridin-4-yl)phenyl)amino)-1-oxo-3,3-diphenylpropan-2-yl)-1-methyl-1H-pyrazole-5-carboxamide CC1=NC=CC(=C1C)C1=CC=C(C=C1)NC([C@H](C(C1=CC=CC=C1)C1=CC=CC=C1)NC(=O)C1=CC=NN1C)=O